tris(bipyridine) ruthenium (II) dichloride [Ru](Cl)Cl.N1=C(C=CC=C1)C1=NC=CC=C1.N1=C(C=CC=C1)C1=NC=CC=C1.N1=C(C=CC=C1)C1=NC=CC=C1